OC=1C2=C(NC(CC1C(=O)OC)=O)C(=CS2)C methyl 8-hydroxy-3-methyl-5-oxo-5,6-dihydro-4H-thieno[3,2-b]azepine-7-carboxylate